FC=1C=C(CNCCCCOC2CN(C2)C2=NC3=C(C4=CN=CC=C24)C=CC=C3)C=CC1OC(F)(F)F 5-(3-(4-((3-fluoro-4-(trifluoro-methoxy)benzyl)amino)butoxy)azetidin-1-yl)benzo[c][2,6]naphthyridine